Cl.Cl.NC1C=CC(C1)COC=1C(C=C(OC1)CN1CC2=CC=CC=C2C1)=O 5-((4-aminocyclopent-2-en-1-yl)methoxy)-2-(isoindolin-2-ylmethyl)-4H-pyran-4-one dihydrochloride